FC1=C(C=CC=C1F)C1=CN=C2N1C=CC=C2C=2C=CC(=C(C2)C2=NC1=C(N2)C=CC(=C1)F)C(F)(F)F 2-(5-(3-(2,3-difluorophenyl)imidazo[1,2-a]pyridin-8-yl)-2-(trifluoromethyl)phenyl)-5-fluoro-1H-benzo[d]imidazole